O1C(=CC=C1)C1=NN2C(N=C(C=C2)NCC2=NC=CC=C2C)=C1C#N (2-furyl)-5-[(3-methyl-2-pyridyl)methylamino]pyrazolo[1,5-a]pyrimidine-3-carbonitrile